OC=1C=C(C=NC1)C(=O)N1CC2(CCC2)C(C1)C1=CC=CC=C1 (5-hydroxypyridin-3-yl)(8-phenyl-6-azaspiro[3.4]octan-6-yl)methanone